2-chloro-N-((R)-1-((cis)-4-(6-fluoroquinolin-4-yl)cyclohexyl)propan-2-yl)-8-(trifluoromethoxy)quinazolin-4-amine ClC1=NC2=C(C=CC=C2C(=N1)N[C@@H](C[C@@H]1CC[C@@H](CC1)C1=CC=NC2=CC=C(C=C12)F)C)OC(F)(F)F